ClC1=NC=CC(=N1)C1=CN=C2N1C=C(N=C2)C(F)(F)F 3-(2-chloropyrimidin-4-yl)-6-(trifluoromethyl)imidazo[1,2-a]pyrazine